C(C1=CC=CC=C1)(C1=CC=CC=C1)N1CC(N(CC1)C(=O)C=1C=C2CN(C(C2=CC1)=O)C1C(NC(CC1)=O)=O)C(F)(F)F 3-(5-(4-benzhydryl-2-(trifluoromethyl)piperazine-1-carbonyl)-1-oxoisoindolin-2-yl)piperidine-2,6-dione